FC(OC=1C=C(C(=O)O)C=CC1)(F)F 3-trifluoromethoxybenzoic acid